(S)-1-(3-(4-((3-chloro-2,4-difluorophenyl)amino)quinazolin-6-yl)piperidin-1-yl)prop-2-en-1-one ClC=1C(=C(C=CC1F)NC1=NC=NC2=CC=C(C=C12)[C@H]1CN(CCC1)C(C=C)=O)F